C(C)(C)(C)N(C(O)=O)C1=CC2=C(S1)C(=CC(=C2Br)F)F.CC2=CC(=CC(=C2)CC2=C(C=CC=C2)[N+](=O)[O-])C 1,3-Dimethyl-5-(2-nitrobenzyl)benzene Tert-butyl-(4-bromo-5,7-difluorobenzo[b]thiophen-2-yl)carbamate